Cerium dioxid [O-2].[O-2].[Ce+4]